CN(C(OC(C)(C)C)=O)C1CCN(CC1)C1=CC=C(C=C1)[N+](=O)[O-] tert-butyl methyl(1-(4-nitrophenyl)piperidin-4-yl)carbamate